BrC1=CC=C(C=C1)N1CCC(CC1)C(F)(F)F 1-(4-bromophenyl)-4-(trifluoromethyl)piperidine